N-(4-(N-(1-(2-(dimethylamino)acetyl)indolin-6-yl)sulfamoyl)naphthalen-1-yl)-2-methylbenzamide CN(CC(=O)N1CCC2=CC=C(C=C12)NS(=O)(=O)C1=CC=C(C2=CC=CC=C12)NC(C1=C(C=CC=C1)C)=O)C